NC1=CC(=NN1C)C1=C2C=CC(=NC2=CC=C1)C(=O)NS(=O)(=O)C1=NC(=CC=C1OC)C(C)(C)C 5-(5-amino-1-methyl-1H-pyrazol-3-yl)-N-((6-(tert-butyl)-3-methoxypyridin-2-yl)sulfonyl)quinoline-2-carboxamide